isopropyl-quinolone C(C)(C)C=1C(NC2=CC=CC=C2C1)=O